(S)-4-(3-(3-chloro-4-(trifluoromethyl)phenethyl)-3-(dimethylamino)piperidin-1-yl)-N-(2,4-dimethoxybenzyl)-2,6-difluoro-N-(pyrimidin-4-yl)benzenesulfonamide ClC=1C=C(CC[C@]2(CN(CCC2)C2=CC(=C(C(=C2)F)S(=O)(=O)N(C2=NC=NC=C2)CC2=C(C=C(C=C2)OC)OC)F)N(C)C)C=CC1C(F)(F)F